BrC1=CC2=C(C3=C(C(N(C(CO3)(C(=O)NCC3=C(C=CC=C3OC)F)C)CC(=O)N(C)C)=O)O2)N=C1 8-bromo-4-(2-(dimethylamino)-2-oxoethyl)-N-(2-fluoro-6-methoxybenzyl)-3-methyl-5-oxo-2,3,4,5-tetrahydropyrido[2',3':4,5]furo[2,3-f][1,4]oxazepine-3-carboxamide